5-[2-methyl-5-[[(1S,4S,7R)-2-oxa-5-azabicyclo[2.2.1]heptan-7-yl]oxy]-4-pyridyl]-N-(5-methylpyrazin-2-yl)pyrazolo[1,5-a]pyridin-2-amine CC1=NC=C(C(=C1)C1=CC=2N(C=C1)N=C(C2)NC2=NC=C(N=C2)C)O[C@H]2[C@H]1OC[C@@H]2NC1